NC1=CC=C(C=C1)N1CC(C1)N1CCN(CC1)C=1C=C2C(N(C(C2=CC1)=O)C1C(NC(CC1)=O)=O)=O 5-(4-(1-(4-aminophenyl)azetidin-3-yl)piperazin-1-yl)-2-(2,6-dioxopiperidin-3-yl)isoindoline-1,3-dione